Methyl 4-[(1S)-1-[[4-[(3-fluorophenyl)methylamino]tetrahydropyran-4-carbonyl]amino]ethyl]benzoate FC=1C=C(C=CC1)CNC1(CCOCC1)C(=O)N[C@@H](C)C1=CC=C(C(=O)OC)C=C1